1-([1,1'-biphenyl]-4-yl)-2-(3-hydroxy[1,1'-biphenyl]-4-yl)ethane-1,2-dione C1(=CC=C(C=C1)C(C(=O)C1=C(C=C(C=C1)C1=CC=CC=C1)O)=O)C1=CC=CC=C1